OC(COC=1C=CC=2N(N1)C(=CN2)C#CC=2C=NC=C(C(=O)NC1=CC(=C(C=C1)CN1CCN(CC1)C)C(F)(F)F)C2)(C)C 5-((6-(2-Hydroxy-2-methylpropoxy)imidazo[1,2-b]pyridazin-3-yl)ethynyl)-N-(4-((4-methylpiperazin-1-yl)methyl)-3-(trifluoromethyl)phenyl)nicotinamide